Ethyl 2-(4-(3-(2,4-dioxo-3-(4-(trifluoromethyl)phenyl)imidazolidin-1-yl)propyl)-2,6-dimeth-ylphenoxy)-2-methylpropionate O=C1N(CC(N1C1=CC=C(C=C1)C(F)(F)F)=O)CCCC1=CC(=C(OC(C(=O)OCC)(C)C)C(=C1)C)C